tert-butyl (2-(((1R,5S,6s)-3-(5-(3-cyano-6-(1-methyl-1H-pyrazol-4-yl)pyrazolo[1,5-a]pyridin-4-yl)pyridin-2-yl)-3-azabicyclo[3.1.0]hexan-6-yl)amino)-2-oxo-1-phenylethyl)carbamate C(#N)C=1C=NN2C1C(=CC(=C2)C=2C=NN(C2)C)C=2C=CC(=NC2)N2C[C@@H]1C([C@@H]1C2)NC(C(C2=CC=CC=C2)NC(OC(C)(C)C)=O)=O